4-(5-AZASPIRO[2.3]HEXAN-5-YL)PYRIDIN C1CC12CN(C2)C2=CC=NC=C2